CN(CCCCCC(=O)NCCC[Si](O[Si](C)(C)C)(O[Si](C)(C)C)O[Si](C)(C)C)C 6-(dimethylamino)-N-(3-(1,1,1,5,5,5-hexamethyl-3-((trimethylsilyl)oxy)trisiloxan-3-yl)propyl)hexanamide